C(C)(C)(C)OC(NC1=CC(=NC(=C1)NC=1C=NC=CC1)C(NC1CC2=CC=CC=C2C1)=O)=O (2-((2,3-Dihydro-1H-inden-2-yl)carbamoyl)-6-(pyridin-3-ylamino)pyridin-4-yl)carbamic acid tert-butyl ester